C1(CC1)CC1=CC(=NN1C)S(=O)(=O)Cl 5-(cyclopropylmethyl)-1-methyl-1H-pyrazole-3-sulfonyl chloride